O=C1N(C(CC1S(=O)(=O)[O-])=O)OC(CCCCCNC(CCCCCNC(CCCCC1SC[C@@H]2NC(N[C@@H]21)=O)=O)=O)=O.[Na+] sodium 2,5-dioxo-1-(6-(6-(5-((3aS,6aR)-2-oxohexahydro-1H-thieno[3,4-d]imidazol-4-yl)pentanamido)hexanamido) hexanoyloxy)pyrrolidine-3-sulfonate